O=C(/C=C/C=C\C\C=C/C\C=C/CCCC(=O)O)C\C=C/CC (5Z,8Z,11Z,13E,17Z)-15-oxoicosa-5,8,11,13,17-pentaenoic acid